methyl 6-aminobenzofuro[2,3-b]pyridine-7-carboxylate NC=1C(=CC2=C(C1)C=1C(=NC=CC1)O2)C(=O)OC